[3-[2-[(2S)-2-[(3R)-3-benzyloxybutoxy]propoxy]pyrimidin-4-yl]-1-tetrahydropyran-2-yl-indazol-5-yl]oxy-tert-butyl-dimethyl-silane C(C1=CC=CC=C1)O[C@@H](CCO[C@H](COC1=NC=CC(=N1)C1=NN(C2=CC=C(C=C12)O[Si](C)(C)C(C)(C)C)C1OCCCC1)C)C